C(=O)C1CN(C1)C(=O)OC(C)(C)C t-butyl 3-formylazetidine-1-carboxylate